ClC=1C(=CC=C2C=C(C=C(C12)O)O)F 8-chloro-7-fluoronaphthalene-1,3-diol